2-(2-(((1R,3S,5S)-3-((tert-butoxycarbonyl)(2-((S)-2-cyanopyrrolidin-1-yl)-2-oxoethyl)amino)adamantan-1-yl)oxy)ethoxy)ethyl methanesulfonate CS(=O)(=O)OCCOCCOC12CC3(C[C@H](CC(C1)C3)C2)N(CC(=O)N2[C@@H](CCC2)C#N)C(=O)OC(C)(C)C